5-(4,6-diphenyl-1,3,5-triazin-2-yl)-9-phenyl-5,9-dihydrothieno[2,3-b:5,4-b']dicarbazole C1(=CC=CC=C1)C1=NC(=NC(=N1)C1=CC=CC=C1)N1C2=CC=CC=C2C=2C=C3C(=CC12)SC1=CC=2N(C=4C=CC=CC4C2C=C13)C1=CC=CC=C1